N-(5,6-difluoro-1-(1-methylcyclobutyl)-1H-benzo[d]imidazol-2-yl)-2-(2,2,3,3-tetrafluorocyclobutyl)acetamide FC1=CC2=C(N(C(=N2)NC(CC2C(C(C2)(F)F)(F)F)=O)C2(CCC2)C)C=C1F